C(C)(C)(C)C=1C=CC=2N(C3=CC=C(C=C3C2C1)C(C)(C)C)C1(CC(C#N)=C(C(=C1N1C2=CC=C(C=C2C=2C=C(C=CC12)C(C)(C)C)C(C)(C)C)N1C2=CC=C(C=C2C=2C=C(C=CC12)C(C)(C)C)C(C)(C)C)N1C2=CC=C(C=C2C=2C=C(C=CC12)C(C)(C)C)C(C)(C)C)C#N 3,4,5,6-tetra(3,6-di-tert-butyl-9H-carbazole-9-yl)isophthalonitrile